[2-(8-methyl-7-{[(2S)-tetrahydrofuran-2-ylmethyl]carbamoyl}-4,5-dihydro-2H-furo[2,3-g]indazol-2-yl)ethyl]carbamic acid tert-butyl ester C(C)(C)(C)OC(NCCN1N=C2C3=C(CCC2=C1)OC(=C3C)C(NC[C@H]3OCCC3)=O)=O